6,8-dichloro-2-((3,5-difluorophenyl)amino)quinazoline-4(3H)-One ClC=1C=C2C(NC(=NC2=C(C1)Cl)NC1=CC(=CC(=C1)F)F)=O